O[C@H]1[C@@H](OC(=C[C@@H]1O)C(=O)O)OC1=C(C=CC2=C1C[C@H]1CCCN([C@@H]1C2)CCC)O (2R,3R,4S)-3,4-dihydroxy-2-(((4aR,10aR)-7-hydroxy-1-propyl-1,2,3,4,4a,5,10,10a-octahydrobenzo[g]quinolin-6-yl)oxy)-3,4-dihydro-2H-pyran-6-carboxylic acid